FC1=C(C(=CC(=C1)C1N(CCC1)C)C)C=1C=C2C(=CN1)NN=C2C=2C=NN(C2)C 5-(2-fluoro-6-methyl-4-(1-methylpyrrolidin-2-yl)phenyl)-3-(1-methyl-1H-pyrazol-4-yl)-1H-pyrazolo[3,4-c]pyridine